CN1C(=CC=C1)C#C[Si](C)(C)C 1-methyl-2-((trimethylsilyl)ethynyl)-1H-pyrrole